3-(2-(((1S,3S)-3-Aminocyclopentyl)amino)-5-(trifluoromethyl)pyrimidin-4-yl)-7-(dimethylphosphoryl)-1H-indole-6-carboxylic acid methyl ester COC(=O)C1=CC=C2C(=CNC2=C1P(=O)(C)C)C1=NC(=NC=C1C(F)(F)F)N[C@@H]1C[C@H](CC1)N